FCCCN1CC(C1)CC1=CC=C(C=C1)C1=C(CCCC=2C=3C=CNC3C=CC21)C=2C=NC(=CC2)OC 6-(4-((1-(3-fluoropropyl)azetidin-3-yl)methyl)phenyl)-7-(6-methoxypyridin-3-yl)-3,8,9,10-tetrahydrocyclohepta[e]indole